3-(((3-chloro-1-(5-(3-chloro-4-isopropoxyphenyl)-1,2,4-oxadiazol-3-yl)-1H-indol-5-yl)methyl)amino)propionic acid tert-butyl ester C(C)(C)(C)OC(CCNCC=1C=C2C(=CN(C2=CC1)C1=NOC(=N1)C1=CC(=C(C=C1)OC(C)C)Cl)Cl)=O